S(=O)(=O)([O-])[O-].ClC1=CC=C(C(=C1)Cl)Cl.[K+].[K+] potassium 2,4,5-trichlorobenzene sulphate